ClC=1C=CC=2N(C1)C(=CN2)C2=NC=CC(=N2)N2C(C(CC(C2)C)C(=O)N)C 1-[2-(6-chloroimidazo[1,2-a]pyridin-3-yl)pyrimidin-4-yl]-2,5-dimethyl-piperidine-3-carboxamide